4-(4-cyano-2-methoxyphenyl)-5-(cyclopentylmethoxy)-2,8-dimethyl-1,4-dihydro-1,6-naphthyridine-3-carboxylic acid benzyl ester C(C1=CC=CC=C1)OC(=O)C1=C(NC2=C(C=NC(=C2C1C1=C(C=C(C=C1)C#N)OC)OCC1CCCC1)C)C